CN(CC(=O)N[C@@H](CC1=CNC2=CC=CC=C12)C(=O)O)C dimethylglycyl-L-tryptophan